BrC=1C=C(C=CC1)C(C(=O)NN)C1CC1 2-(3-bromophenyl)-2-cyclopropylacetohydrazide